CC1(COB(OC1)C=1C=C2C3(C(N(C2=CC1)C1OCCCC1)=O)CCC3)C 5'-(5,5-dimethyl-1,3,2-dioxaborinan-2-yl)-1'-(tetrahydro-2H-pyran-2-yl)spiro[cyclobutane-1,3'-indolin]-2'-one